C(C)C1=CC=C(C=C1)N=C=O 4-ethylphenyl isocyanate